methyl 1-((1r,3r)-3-hydroxycyclobutyl)-2-oxo-1,2-dihydropyridine-3-carboxylate OC1CC(C1)N1C(C(=CC=C1)C(=O)OC)=O